(6-((2,4-Dimethoxybenzyl)amino)-5-methoxypyrimidin-4-yl)acetonitrile COC1=C(CNC2=C(C(=NC=N2)CC#N)OC)C=CC(=C1)OC